FC(S(=O)(=O)[O-])(F)F.C1(=CC=C(C=C1)C)[I+]C1=CC=C(C=C1)C di-cresyl-iodonium trifluoromethanesulfonate